(S)-2-amino-4-(3-hydroxyphenyl)butanoic acid N[C@H](C(=O)O)CCC1=CC(=CC=C1)O